NC=1C(=NC(=NC1Cl)SCCC)Cl 5-amino-4,6-dichloro-2-(propylthio)pyrimidine